CC1=NOC(=C1)C1=CC=C(S1)S(=O)(=O)N1CCN(CC1)C[C@H](C)NC=1C2=C(N=CN1)C(=CS2)C=2C=NC=CC2 N-[(2S)-1-(4-{[5-(3-methyl-1,2-oxazol-5-yl)thiophen-2-yl]sulfonyl}piperazin-1-yl)propan-2-yl]-7-(pyridin-3-yl)thieno[3,2-d]pyrimidin-4-amin